NC1=NC=C(C#N)C(=C1)NC1CCC1 6-amino-4-(cyclobutylamino)nicotinonitrile